CC1=NC(=CC(=C1)OCC(=O)NC12[C@H](CC(CC1)(CC2)NC(C)=O)O)C N-[(3S)-4-{2-[(2,6-dimethylpyridin-4-yl)oxy]acetamido}-3-hydroxybicyclo[2.2.2]octan-1-yl]acetamide